1-ethylhexylimidazolium C(C)C(CCCCC)C=1NC=C[NH+]1